(6r,12r)-17-amino-12-methyl-6,15-bis(trifluoromethyl)-13,19-dioxa-3,4,18-triazatricyclo[12.3.1.12,5]nonadec-1(18),2,4,14,16-pentaen-6-ol NC1=CC(=C2O[C@@H](CCCCC[C@](C3=NN=C(C1=N2)O3)(O)C(F)(F)F)C)C(F)(F)F